N1=CC=C(C=C1)\C=C\C1=CC=NC=C1 (E)-1,2-di(4-pyridyl)ethylene